sulfonyldicyclohexylamine S(=O)(=O)=C1C(CCCC1)NC1CCCCC1